CC(=C)C(C(CCC=C)=O)(C)C 2,3,3-trimethylocta-1,7-dien-4-one